2,2-bis(4-(4-aminophenoxy)phenyl)hexafluoropropane NC1=CC=C(OC2=CC=C(C=C2)C(C(F)(F)F)(C(F)(F)F)C2=CC=C(C=C2)OC2=CC=C(C=C2)N)C=C1